oxalic diamide C(C(=O)N)(=O)N